1,3-Dibenzyl-2-oxohexahydropyrimidine-5-carboxylic acid C(C1=CC=CC=C1)N1C(N(CC(C1)C(=O)O)CC1=CC=CC=C1)=O